(5R)-3-(3,4-difluoro-2-methoxyphenyl)-5-methyl-5-(trifluoromethyl)oxazolidine-2-carboxylic acid FC=1C(=C(C=CC1F)N1C(O[C@](C1)(C(F)(F)F)C)C(=O)O)OC